ClC1=C(C=CC=C1)CN1C(CCC1)C(=O)O 1-[(2-chlorophenyl)methyl]Pyrrolidine-2-carboxylic acid